2-(4-(diphenylboryl)phenyl)-4,4,5,5-tetramethyl-1,3,2-dioxaborolane C1(=CC=CC=C1)B(C1=CC=C(C=C1)B1OC(C(O1)(C)C)(C)C)C1=CC=CC=C1